COC=1C=C(C=CC1)C=C[N+](=O)[O-] (3-methoxyphenyl)-2-nitroethylene